8-(3,4-Dimethoxyphenyl)-3-methyl-1-(pyrimidin-5-yl)-1,3-dihydro-2H-imidazo[4,5-c]quinolin-2-imine COC=1C=C(C=CC1OC)C1=CC=2C3=C(C=NC2C=C1)N(C(N3C=3C=NC=NC3)=N)C